C(C)OC=1C=C(C=NC1)C1=NC(=C2N=CN(C2=N1)[C@@H]1[C@@H]([C@@H]([C@H](O1)C(=O)NC([2H])([2H])[2H])O)O)NCC1=CC(=CC=C1)C (2s,3s,4r,5s)-5-(2-(5-ethoxypyridin-3-yl)-6-((3-methylbenzyl)amino)-9H-purin-9-yl)-3,4-dihydroxy-N-(methyl-d3)-tetrahydrofuran-2-carboxamide